ClC=1C=C(C=CC1F)C=1N=CN(C1C=1C=CC=2N(N1)C(=CN2)C(=O)N)CCC(C)C 6-(4-(3-chloro-4-fluorophenyl)-1-isopentyl-1H-imidazol-5-yl)imidazo[1,2-b]pyridazine-3-carboxamide